OC1CCC(CC1)CC1CCN(CC1)C(=O)OC(C)(C)C tert-butyl 4-[(4-hydroxycyclohexyl)methyl]piperidine-1-carboxylate